COC(CN1[C@H](CNCC1)C(F)(F)F)=O.CN(C1=CC=C(C=C1)C([C@H](C=O)CCCCCC)C1=CC=C(C=C1)N(C)C)C (R)-2-(bis(4-(dimethylamino)phenyl)methyl)octanal methyl-(R)-2-(2-(trifluoromethyl)piperazin-1-yl)acetate